ClC=1C=C(C=CC1)NC1CC(NC1)C(=O)O 4-((3-chlorophenyl)amino)pyrrolidine-2-carboxylic acid